3-(dimethylaminomethyl)aniline CN(C)CC=1C=C(N)C=CC1